8-aminospiro[9-thiatricyclo[4.3.0.02,4]nona-1(6),7-diene-5,3'-azetidine]-7-carbonitrile NC1=C(C2=C(C3CC3C23CNC3)S1)C#N